3-(((2R,3S)-3-(3,3-difluorobutyl)-5-(4,4-difluorocyclohexyl)-2-fluoro-1,1-dioxido-7-(trifluoromethyl)-2,3,4,5-tetrahydrobenzo[b][1,4]thiazepin-8-yl)oxy)-2,2-dimethylpropanoic acid FC(CC[C@H]1CN(C2=C(S([C@H]1F)(=O)=O)C=C(C(=C2)C(F)(F)F)OCC(C(=O)O)(C)C)C2CCC(CC2)(F)F)(C)F